Triazole glycolate C(CO)(=O)O.N1N=NC=C1